2-(2,6-dioxopiperidin-3-yl)-7-fluoro-1,3-dioxoisoindol O=C1NC(CCC1N1C(C2=C(C=CC=C2C1=O)F)=O)=O